CC1=C(C#CC=C1)S(=O)(=O)OC1=C2N=CN(C2=NC(=N1)N1CCOCC1)N=CC1=CC(=CC=C1)C 9-((3-methylbenzylidene)amino)-2-morpholino-9H-purin-6-yl 4-methylbenzynesulfonate